prop-2-ynyl (2R)-2-[2-[2-bromo-4-fluoro-5-[3-methyl-2,6-dioxo-4-(trifluoromethyl)pyrimidin-1-yl]phenoxy]phenoxy]-2-methoxy-acetate BrC1=C(OC2=C(O[C@H](C(=O)OCC#C)OC)C=CC=C2)C=C(C(=C1)F)N1C(N(C(=CC1=O)C(F)(F)F)C)=O